4,4-dimethyldihydrofuran CC1(CCOC1)C